(N-[4-amino-5-[4-(difluoromethoxy)benzoyl]thiazol-2-yl]-4-chloro-2-fluoro-anilino)propanamide NC=1N=C(SC1C(C1=CC=C(C=C1)OC(F)F)=O)N(C1=C(C=C(C=C1)Cl)F)C(C(=O)N)C